d-(-)-N-methylglucamine CNC[C@@H]([C@H]([C@@H]([C@@H](CO)O)O)O)O